N1=C(C=CC=C1)C#CC=1C=CC=NC1 5-(pyridin-2-ylethynyl)pyridine